(S,E)-N-{1-[2-(benzo[d]isoxazol-3-yl)phenyl]ethylidene}-2-methylpropane-2-sulfinamide O1N=C(C2=C1C=CC=C2)C2=C(C=CC=C2)\C(\C)=N\[S@@](=O)C(C)(C)C